FC(C(C(C(C(C(C(C(F)(F)F)(F)F)(F)F)(F)F)(F)F)(F)F)(F)F)(S(=O)(=O)[O-])F.C[N+](CC(C)(C)C)(C)C trimethylneopentylammonium perfluorooctanesulfonate salt